ClC=1C=C(C2=C(C=C(O2)CNC(=O)C2=CN=CN(C2=O)C)C1)C(=O)O 5-Chloro-2-((1-methyl-6-oxo-1,6-dihydropyrimidine-5-carboxamido)methyl)benzofuran-7-carboxylic acid